COC1C=C(C(=O)O)C=CC1(O)OC 3,4-dimethoxy-4-hydroxybenzoic acid